O.O.O.C(C)(=O)[O-].[Na+] Sodium ACETATE TRIHYDRATE